di(1-naphthyl)methylene(cyclopentadienyl)(2,7-ditert-butylfluorenyl)zirconium dichloride [Cl-].[Cl-].C1(=CC=CC2=CC=CC=C12)C(=[Zr+2](C1=C(C=CC=2C3=CC=C(C=C3CC12)C(C)(C)C)C(C)(C)C)C1C=CC=C1)C1=CC=CC2=CC=CC=C12